CC1(C2CCC(C1)C2(C)C)OC(=O)C2C1C=CC(C2)C1 5-(2,7,7-trimethyl-2-norbornyloxycarbonyl)-bicyclo[2.2.1]hept-2-ene